(S)-N-(5-(3-bromo-4,5-dihydroisoxazol-5-yl)-2-methylphenyl)-5-(trifluoromethyl)pyridin-2-amine BrC1=NO[C@@H](C1)C=1C=CC(=C(C1)NC1=NC=C(C=C1)C(F)(F)F)C